methyl-2-{[(2-chlorophenyl) (phenyl)methyl] amino}-5-methoxy-1-methyl-6-oxo-1,6-dihydropyrimidine-4-carboxylate COC(=O)C=1N=C(N(C(C1OC)=O)C)NC(C1=CC=CC=C1)C1=C(C=CC=C1)Cl